BrC(C(CBr)O)O 1,3-dibromopropylene glycol